(S)-(2-bromophenyl)(p-tolyl)methanol BrC1=C(C=CC=C1)[C@@H](O)C1=CC=C(C=C1)C